ICCCCCCCCC(OCCCCCC)OCCCCCC 9-iodo-1,1-dihexyloxynonane